O[C@@H](C(=O)N[C@H](C(=O)N[C@@H](C[C@H]1C(NCC1)=O)C(COC(F)(F)F)=O)CC(C)C)C(C)C (S)-2-((R)-2-hydroxy-3-methylbutanoylamino)-4-methyl-N-((S)-3-oxo-1-((S)-2-oxopyrrolidin-3-yl)-4-(trifluoromethoxy)butan-2-yl)pentanamide